BrC=1C=C(C(=O)O)C(=CN1)OC(C([2H])([2H])[2H])([2H])[2H] 2-bromo-5-(ethoxy-d5)isonicotinic acid